COC(CC[C@@H](C)[C@H]1CC[C@H]2[C@@H]3C([C@@H]([C@@H]4C[C@@H](CC[C@]4(C)[C@H]3CC[C@]12C)O)CC)=O)=O methyl-3α-hydroxyl-6α-ethyl-7-oxo-5β-cholan-24-oate